C(C)N(CC(=O)[O-])C(=O)O[C@@H]1[C@](O[C@H](C1)N1C2=NC(=NC(=C2N=C1)N)F)(CO)C#C.C(CCCCCCCCC)[N+]1=CC=CC=C1 1-decyl-Pyridinium ethyl-((((2R,3S,5R)-5-(6-amino-2-fluoro-9H-purin-9-yl)-2-ethynyl-2-(hydroxymethyl)tetrahydrofuran-3-yl)oxy)carbonyl)glycinate